C(#N)CC1=CC=C(C(=O)OC)C=C1 Methyl p-cyanomethylbenzoate